4-(6-chloro-8-fluoro-2-(((3R)-1-(2-hydroxycyclohexyl)pyrrolidin-3-yl)methoxy)-4-((1S,5R)-1-methyl-3,8-diazabicyclo[3.2.1]octan-3-yl)quinazolin-7-yl)naphthalen-2-ol ClC=1C=C2C(=NC(=NC2=C(C1C1=CC(=CC2=CC=CC=C12)O)F)OC[C@H]1CN(CC1)C1C(CCCC1)O)N1C[C@@]2(CC[C@H](C1)N2)C